(4R)-sulfonylamino-L-prolinamide S(=O)(=O)=NN1[C@@H](CCC1)C(=O)N